C(C1=CC=C(C(=O)[O-])C=C1)(=O)[O-] terephthalAt